(-)-N-ethyl-5-fluoro-N-isopropyl-2-((5-(2-(1-((2-methoxyethyl)amino)-4-methylpentan-3-yl)-2,6-diazaspiro[3.4]oct-6-yl)-1,2,4-triazin-6-yl)oxy)benzamide fumarate C(\C=C\C(=O)O)(=O)O.C(C)N(C(C1=C(C=CC(=C1)F)OC1=C(N=CN=N1)N1CC2(CN(C2)C(CCNCCOC)C(C)C)CC1)=O)C(C)C